CCCCC(C)=O Methyl-4-pentanon